N1=CN=C(C2=C1NCC2)N(C2CCC1(CCN(CC1)S(=O)(=O)CCC)CC2)C (6,7-dihydro-5H-pyrrolo[2,3-d]pyrimidin-4-yl)-methyl-[3-(propane-1-sulfonyl)-3-azaspiro[5.5]undec-9-yl]-amine